O1COC2=C1C=CC(=C2)C(=O)C2=C(C(N(C2C=2C=NC=CC2)CCCN(CC)CC)=O)O 4-(1,3-benzodioxol-5-yl-carbonyl)-1-[3-(diethyl-amino)propyl]-3-hydroxy-5-(3-pyridinyl)-1,5-dihydro-2H-pyrrol-2-one